CC(C)(CCC(C)(OOC(=O)C=1C=C(C=CC1)C)C)OOC(=O)C=1C=C(C=CC1)C 2,5-dimethyl-2,5-bis(m-toluoyl-peroxy)hexane